FC1=C(C=CC=C1)S(=O)(=O)N1CC2(C1)CC(C2)N2[C@@H](COC1=C(C2=O)C=CC(=N1)C(F)(F)F)C (3R)-4-[2-(2-fluorophenyl)sulfonyl-2-azaspiro[3.3]heptan-6-yl]-3-methyl-8-(trifluoromethyl)-2,3-dihydropyrido[3,2-f][1,4]oxazepin-5-one